N-(2-hydroxypropyl)methacryl-amide OC(CNC(C(=C)C)=O)C